2,5-dimethylacetanilide CC1=CC(=C(C=C1)C)NC(=O)C